6-((2-methoxyphenyl)amino)-8-(methylamino)imidazo[1,2-b]pyridazine-3-carboxylic acid COC1=C(C=CC=C1)NC=1C=C(C=2N(N1)C(=CN2)C(=O)O)NC